7-(2-((5-(4-ethylpiperazine-1-carbonyl)pyridin-2-yl)amino)-5-fluoropyrimidin-4-yl)chroman-4-one C(C)N1CCN(CC1)C(=O)C=1C=CC(=NC1)NC1=NC=C(C(=N1)C1=CC=C2C(CCOC2=C1)=O)F